3-(4-(6-oxo-octahydro-2H-pyrido[1,2-a]pyrazin-2-yl)pyrimidin-2-yl)imidazo[1,2-a]pyrazine-6-carboxamide O=C1CCCC2N1CCN(C2)C2=NC(=NC=C2)C2=CN=C1N2C=C(N=C1)C(=O)N